C(CCC)[P+](CCCC)(CCCC)CCCC.C(CCCCCCCCCCC)C1=C(C=CC=C1)S(=O)(=O)[O-] n-dodecylbenzenesulfonic acid tetran-butylphosphonium salt